C(C)N1C(=NC(=C1)C1=CC(=NN1CCCO)C)C1=NC(=CC2=C1C=NN2C)C(=O)N 4-{1-ethyl-4-[1-(3-hydroxypropyl)-3-methyl-1H-pyrazol-5-yl]-1H-imidazol-2-yl}-1-methyl-1H-pyrazolo[4,3-c]pyridine-6-carboxamide